BrC1=CC=C(C=C1)C1=C2C(=NN(C1=O)C1=CC3=CN(N=C3C=C1)C)C=CC(=N2)OCC(F)F 4-(4-Bromophenyl)-6-(2,2-difluoroethoxy)-2-(2-methyl-2H-indazol-5-yl)pyrido[3,2-c]pyridazin-3(2H)-one